((2-(((5S,8S,10aR)-3-benzyl-8-(dimethyl-carbamoyl)-6-oxo-decahydro-pyrrolo[1,2-a][1,5]diazocin-5-yl)carbamoyl)-1H-indol-5-yl)difluoro-methyl)phosphonic acid C(C1=CC=CC=C1)N1CC[C@@H]2N(C([C@H](C1)NC(=O)C=1NC3=CC=C(C=C3C1)C(F)(F)P(O)(O)=O)=O)[C@@H](CC2)C(N(C)C)=O